2-methylpropyl-butyric acid CC(CC(C(=O)O)CC)C